OC1=C2C=CC=CC2=CC12CCN(CC2)C(=O)OC(C)(C)C tert-butyl 1-hydroxyspiro[indene-2,4'-piperidine]-1'-carboxylate